ethyl 2-(2-(2-(6-cyclopropylimidazo[1,2-a]pyridin-2-yl)acetyl)hydrazinyl)-2-oxoacetate C1(CC1)C=1C=CC=2N(C1)C=C(N2)CC(=O)NNC(C(=O)OCC)=O